C[C@@H]1CCOCCOCCN2N=CC(C3=NNC=4C=CC(O1)=CC34)=C2 (14R)-14-methyl-8,11,15-trioxa-4,5,20,21-tetraazatetracyclo[14.5.2.12,5.019,22]tetracosa-1(21),2(24),3,16(23),17,19(22)-hexaene